ClC1=C(C(=O)NC2=C3C=NN(C3=CC=C2)C=2C=NC(=CC2)COCC)C=C(C=C1)CNC(C(C)(C)C)=O 2-chloro-5-{[(2,2-dimethylpropanoyl)amino]methyl}-N-{1-[6-(ethoxymethyl)pyridin-3-yl]-1H-indazole-4-yl}benzamide